FC=1C=C(C=CC1)C1=CC=2N(C[C@H]3N(C2N=C1)CCN(C3)CCC(=O)O)S(=O)(=O)C3=CC(=CC=C3)C(F)(F)F (S)-3-(3-(3-fluorophenyl)-5-(3-(trifluoromethyl)phenylsulfonyl)-6a,7,9,10-tetrahydro-5H-pyrazino[1,2-a]pyrido[3,2-e]pyrazin-8(6H)-yl)propionic acid